(3aR,6aS)-hexahydropyrrolo[3,4-c]pyrrole-2(1H)-carboxylate C1N(C[C@@H]2[C@H]1CNC2)C(=O)[O-]